Beta-Aminoisobutyrat NCC(C(=O)[O-])C